Cl.ClC1=C(C=C(C=C1)C=1CCCC2=C(C1C1=NC=C(C=N1)O[C@@H]1CNCC1)C=CC(=C2)OC)F (S)-2-(8-(4-chloro-3-fluorophenyl)-3-methoxy-6,7-dihydro-5H-benzo[7]annulen-9-yl)-5-(pyrrolidin-3-yloxy)pyrimidine hydrochloride